8-(2,4-dihydroxyphenylthio)guanosine-5'-monophosphate P(=O)(O)(O)OC[C@@H]1[C@H]([C@H]([C@@H](O1)N1C(=NC=2C(=O)NC(N)=NC12)SC1=C(C=C(C=C1)O)O)O)O